5-(cyclopropylmethyl)-3-hydroxy-pyrrolidin-2-one C1(CC1)CC1CC(C(N1)=O)O